2-{5-(6-phenyldibenzothiophene-4-yl)-1,1'-biphenyl-3-yl}-4,6-diphenyl-1,3,5-triazine C1(=CC=CC=C1)C1=CC=CC=2C3=C(SC21)C(=CC=C3)C=3C=C(C=C(C3)C3=CC=CC=C3)C3=NC(=NC(=N3)C3=CC=CC=C3)C3=CC=CC=C3